3,5,5-trimethylhexanoic acid 2,2,6,6-tetramethyl-1-[2-(3,5,5-trimethylhexanoyloxy)-ethyl]-piperidin-4-yl ester CC1(N(C(CC(C1)OC(CC(CC(C)(C)C)C)=O)(C)C)CCOC(CC(CC(C)(C)C)C)=O)C